COC(=O)C1(CCC2(C(CC3=CC=CC=C23)C[C@@H](CC)CO)CC1)NC1=CC(=CC=C1)Cl 4-(3-Chloroanilino)-2'-[(2R)-2-(hydroxymethyl)butyl]-2',3'-dihydrospiro[cyclohexane-1,1'-indene]-4-carboxylic acid methyl ester